2-(4,6-dimethoxypyrimidine-5-carboxamido)-7-(trifluoromethyl)spiro[chromeno[4,3-d]thiazole-4,1'-cyclohexane]-4'-carboxylic acid COC1=NC=NC(=C1C(=O)NC=1SC2=C(N1)C=1C=CC(=CC1OC21CCC(CC1)C(=O)O)C(F)(F)F)OC